NC[C@@]1(OC2=C(C1(O)C)C(=C(C(=C2)F)Cl)Br)C2=CC=CC=C2 (2S)-2-(Aminomethyl)-4-bromo-5-chloro-6-fluoro-3-methyl-2-phenyl-2,3-dihydrobenzofuran-3-ol